C(C)(C)(C)OC(=O)N1C[C@@H]2[C@H](C1)CC(C2)OCC2=C(C(=CC=C2)O)Cl (3aR,5s,6aS)-5-((2-chloro-3-hydroxybenzyl)oxy)hexahydrocyclopenta[c]pyrrole-2(1H)-carboxylic acid tert-butyl ester